O=C1NC2=CC=CC=C2CC1C(=O)N 2-OXO-DIHYDROCHINOLIN-3-CARBOXAMID